1-{[5-(methoxymethyl)pyridin-2-yl]carbonyl}piperidin COCC=1C=CC(=NC1)C(=O)N1CCCCC1